[(2S)-2-methyl-3-(5-methyl-6-oxo-1-tetrahydropyran-2-yl-pyridazin-4-yl)propyl]methanesulfonate C[C@H](CCS(=O)(=O)[O-])CC=1C=NN(C(C1C)=O)C1OCCCC1